C(C)(C)(C)OC(C(CC)C1=C(C=CC(=C1)F)[N+](=O)[O-])=O.COCCN1C(N(C2=C1C=CC=C2)C2=NC=NS2)=O 1-(2-methoxyethyl)-3-(1,2,4-thiadiazol-5-yl)benzimidazol-2-one tert-butyl-2-(5-fluoro-2-nitrophenyl)butanoate